ClC1=C(C=CC=C1C)N1CCN(CC1)C(CN1N=C(C=2CCCCC12)C(=O)N1CCC(CC1)NC(C)=O)=O N-(1-(1-(2-(4-(2-chloro-3-methylphenyl)piperazin-1-yl)-2-oxoethyl)-4,5,6,7-tetrahydro-1H-indazole-3-carbonyl)piperidin-4-yl)acetamide